FC12CC(C1)(C2)COC2=NNC=C2 3-[(3-fluoro-1-bicyclo[1.1.1]pentanyl)methoxy]-1H-pyrazole